FC1=CN=C(C(=C1C(=O)NC1=CC(=CC=C1)[S@@](=O)(=N)C)OC=1C(=NC(=CC1)F)C)C(F)(F)F (R)-5-fluoro-3-((6-fluoro-2-methylpyridin-3-yl)oxy)-N-(3-(S-methylsulfonimidoyl)phenyl)-2-(trifluoromethyl)isonicotinamide